N1(C=CC=C1)C1=CC=C(CNC2=CC(=NC=3N2N=CC3C3CC3)NC[C@@H]3[C@H](CNCC3)O)C=C1 (3R,4R)-4-(((7-((4-(1H-pyrrol-1-yl)benzyl)amino)-3-cyclopropylpyrazolo[1,5-a]pyrimidin-5-yl)amino)methyl)piperidin-3-ol